COC(=O)N1CCC2(CC1)CC(C1=CC(=CC=C12)Br)OC1=C(C=CC=C1)CC(=O)OCC 5-bromo-3-(2-(2-ethoxy-2-oxoethyl)phenoxy)-2,3-dihydrospiro[indene-1,4'-piperidin]-1'-carboxylic acid methyl ester